4-acetyl-phenylalanine C(C)(=O)C1=CC=C(C[C@H](N)C(=O)O)C=C1